N-tert-butoxycarbonyl-1,2,5,6-tetrahydropyridine-3-boronic acid pinacol ester C(C)(C)(C)OC(=O)N1CC(=CCC1)B1OC(C)(C)C(C)(C)O1